C(C)(C)(C)OC(=O)N1CC(C1)(C1=NC(=NC2=C(C(=C(C=C12)Cl)C1=CC(=CC2=CC=CC=C12)O)F)N1CC(C1)N(C)C)C(N)=O (S or R)-3-carbamoyl-3-(6-chloro-2-(3-(dimethylamino)azetidin-1-yl)-8-fluoro-7-(3-hydroxynaphthalen-1-yl)quinazolin-4-yl)azetidine-1-carboxylic acid tert-butyl ester